ClC=1C(=C(NC=2C=NC=3CCN(CC3C2)C2=C(C=CC=N2)C)C=CC1)F 6-[3-(3-chloro-2-fluoro-anilino)-7,8-dihydro-5H-1,6-naphthyridin-6-yl]-5-methyl-pyridine